difluoroacetic acid-2,2,3,3,4,4,5,5-octafluoropentyl ester FC(COC(C(F)F)=O)(C(C(C(F)F)(F)F)(F)F)F